FC1(CCN(CC1)C1=NC(=CN=C1)OC1=CC=C(C=C1)F)C(=O)NC1(CCN2CCC1CC2)C 4-fluoro-1-(6-(4-fluorophenoxy)pyrazin-2-yl)-N-(4-methyl-1-azabicyclo[3.2.2]non-4-yl)piperidine-4-carboxamide